ClC1=C(CNC(=O)C2CCN(CC2)CC2=CC=C(C=C2)Cl)C=CC(=C1)Cl N-(2,4-dichlorobenzyl)-1-(4-chlorobenzyl)piperidine-4-carboxamide